N1[C@@H]2[C@@H](OCC1)CN(CC2)C2=C(C=NC1=CC=C(C=C21)C2=NC=CC(=C2N)C#N)C2=CC(=CC(=C2)F)Cl 2-{4-[(4as,8as)-octahydro-1H-pyrido[3,4-b][1,4]oxazin-6-yl]-3-(3-chloro-5-fluorophenyl)quinolin-6-yl}-3-aminopyridine-4-carbonitrile